CC1=NC(=NO1)C1=CC=C(CNC2=CC(=NC=N2)C#N)C=C1 6-((4-(5-methyl-1,2,4-oxadiazol-3-yl)benzyl)amino)pyrimidine-4-carbonitrile